FC(OC=1C=C(C=CC1F)C=1C=C2C(=NC1)C=NN2CC2=NC=NC=C2)F 6-[3-(Difluoromethoxy)-4-fluoro-phenyl]-1-(pyrimidin-4-ylmethyl)pyrazolo[4,3-b]pyridine